2-[7-(cis-3-hydroxy-3-methylcyclobutyl)-6-methyl-7H-pyrrolo[2,3-c]pyridazin-3-yl]-3-methyl-5-(trifluoromethyl)phenol OC1(CC(C1)N1C(=CC2=C1N=NC(=C2)C2=C(C=C(C=C2C)C(F)(F)F)O)C)C